10H-PHENOTHIAZIN C1=CC=CC=2SC3=CC=CC=C3NC12